Cl.O=C1N(CCC(N1)=O)C=1C=C(OCC(=O)NCCN2CCNCC2)C=CC1 2-(3-(2,4-dioxotetrahydropyrimidin-1(2H)-yl)phenoxy)-N-(2-(piperazin-1-yl)ethyl)acetamide HCl salt